CN1CC(CCC1)C1=CC=C2C=CC=NC2=N1 7-(1-methyl-3-piperidyl)-1,8-naphthyridin